Methyl (Z)-18-((tetrahydro-2H-pyran-2-yl)oxy)octadec-9-enoate O1C(CCCC1)OCCCCCCCC\C=C/CCCCCCCC(=O)OC